(R)-2,3-dihydro-N-2-propynyl-1H-inden-1-amine mesylate S(C)(=O)(=O)O.C(C#C)N[C@@H]1CCC2=CC=CC=C12